OC1=C(C(N(C=C1C)C)=O)NC(N[C@@H](CC(=O)O)C=1C=C(C=CC1)C1=CC(=CC=C1)OC)=O (S)-3-(3-(4-hydroxy-1,5-dimethyl-2-oxo-1,2-dihydropyridin-3-yl)ureido)-3-(3'-methoxybiphenyl-3-yl)propionic acid